nickel eicosenoate C(C=CCCCCCCCCCCCCCCCCC)(=O)[O-].[Ni+2].C(C=CCCCCCCCCCCCCCCCCC)(=O)[O-]